6-chloro-5-methoxy-3-(1H-pyrazol-4-yl)-1-(pyridazin-3-yl)-1H-indole ClC1=C(C=C2C(=CN(C2=C1)C=1N=NC=CC1)C=1C=NNC1)OC